ClC1=CC=CC(=N1)C1(CCN(CC1)C(=O)OC(C)(C)C)C(=O)OC 1-(tert-butyl) 4-methyl 4-(6-chloropyridin-2-yl)piperidine-1,4-dicarboxylate